ClC1=C(C=CC=C1)C1=NN=C(S1)NC(=O)C=1OC(C=C(C1)C1=CC=CC=C1)=O N-[5-(2-chlorophenyl)-1,3,4-thiadiazol-2-yl]-6-oxo-4-phenylpyran-2-carboxamide